5-amino-2-[(3-chloro-5-fluoro-2-pyridinyl)methyl]-8-(2,6-dimethyl-4-pyridinyl)-7-phenyl-[1,2,4]triazolo[4,3-c]pyrimidin-3-one NC1=NC(=C(C=2N1C(N(N2)CC2=NC=C(C=C2Cl)F)=O)C2=CC(=NC(=C2)C)C)C2=CC=CC=C2